(R)-4-((1-(2-Methyl-3-nitrophenyl)ethyl)amino)-8-methoxy-2-methyl-6-morpholinopyrido[4,3-d]pyrimidin-7(6H)-one CC1=C(C=CC=C1[N+](=O)[O-])[C@@H](C)NC=1C=2C(N=C(N1)C)=C(C(N(C2)N2CCOCC2)=O)OC